1-(4-((3,4-Difluorophenyl)amino)-1-(4-(trifluoromethyl)benzyl)-1H-indol-7-amido)cyclopropylbenzoic acid FC=1C=C(C=CC1F)NC1=C2C=CN(C2=C(C=C1)C(=O)NC1(CC1)C1=C(C(=O)O)C=CC=C1)CC1=CC=C(C=C1)C(F)(F)F